4-(2-chloro-1-fluoro-vinyl)-2,2,3,3,5,5,6,6-octafluoro-morpholine ClC=C(F)N1C(C(OC(C1(F)F)(F)F)(F)F)(F)F